NC=1C(=NN(C1)C1=CC=C(C=C1)CN1CCC(CC1)OCCCNC1=C2C(N(C(C2=CC=C1)=O)C1C(NC(CC1)=O)=O)=O)C(F)F 4-[3-[[1-[[4-[4-Amino-3-(difluoromethyl)pyrazol-1-yl]phenyl]methyl]-4-piperidyl]oxy]propylamino]-2-(2,6-dioxo-3-piperidyl)isoindoline-1,3-dione